FC=1C(=C2C=CC(=CC2=CC1)O)C 6-fluoro-5-methylnaphthalen-2-ol